COC1=C(C=C(C(=C1)Br)OC)CC(CC)N 1-(2,5-dimethoxy-4-bromophenyl)butan-2-amine